[Si]([O-])([O-])([O-])Cl Chlorosilicate